(S)-3-butyl-5-(4-fluorophenyl)-8-hydroxy-3-methyl-7-(methylthio)-2,3,4,5-tetrahydro-1,5-benzothiazepine 1,1-dioxide C(CCC)[C@@]1(CS(C2=C(N(C1)C1=CC=C(C=C1)F)C=C(C(=C2)O)SC)(=O)=O)C